N-((3-bromo-5-methylthiophene-2-yl)sulfonyl)-2,4-dichlorobenzamide BrC1=C(SC(=C1)C)S(=O)(=O)NC(C1=C(C=C(C=C1)Cl)Cl)=O